N-{(2S,3R)-4,4-difluoro-1-(oxetane-2-carbonyl)-2-[(2,2',4'-trifluoro-3'-methyl-[1,1'-biphenyl]-3-yl)methyl]pyrrolidin-3-yl}ethanesulfonamide FC1([C@@H]([C@@H](N(C1)C(=O)C1OCC1)CC=1C(=C(C=CC1)C1=C(C(=C(C=C1)F)C)F)F)NS(=O)(=O)CC)F